ethyl (R)-10-((6-(tert-butoxy)-6-oxohexyl)oxy)-6-(tert-butyl)-2-oxo-6,7-dihydro-2H-pyrido[2',1':3,4]pyrazino[1,2-b]indazole-3-carboxylate C(C)(C)(C)OC(CCCCCOC1=CC=CC2=C3N(N=C12)C[C@H](N1C3=CC(C(=C1)C(=O)OCC)=O)C(C)(C)C)=O